O.[Br-].[Li+].CN1C(CCC1)=O N-methyl-2-pyrrolidone Lithium bromide monohydrate